(3-(4-(1-(2-Chloro-1H-imidazol-1-yl)ethyl)phenyl)-5-isobutylthiophene-2-yl)sulfonylcarbamic acid 2-hydroxyethyl ester OCCOC(NS(=O)(=O)C=1SC(=CC1C1=CC=C(C=C1)C(C)N1C(=NC=C1)Cl)CC(C)C)=O